(R)-fluoro-2'-deoxy-dihydrouridine F[C@]1(C[C@H](O)[C@@H](CO)O1)N1C(=O)NC(=O)CC1